NC=1C=CC(=C(C1)C(F)(F)F)C#N 5-amino-2-cyanobenzotrifluoride